O[C@@H]1[C@H](O[C@@H]([C@H](C1=O)O)OC)CO (2r,3r,5r,6s)-3,5-dihydroxy-2-(hydroxymethyl)-6-methoxytetrahydro-4H-pyran-4-one